sodium sulfobenzimidazole S(=O)(=O)(O)C=1NC2=C(N1)C=CC=C2.[Na]